2-acetoxybenzoate C(C)(=O)OC1=C(C(=O)[O-])C=CC=C1